N-[3-chloro-4-(cyclopropylmethoxy)-2-fluoro-phenyl]-6-[(3S)-pyrrolidin-3-yl]oxy-pyrimido[5,4-d]pyrimidin-4-amine ClC=1C(=C(C=CC1OCC1CC1)NC=1C2=C(N=CN1)C=NC(=N2)O[C@@H]2CNCC2)F